1-methyl-4,5-diiodoimidazole iodate I(=O)(=O)O.CN1C=NC(=C1I)I